2-(benzyloxy)-1-(trifluoromethyl)cyclopentan-1-ol C(C1=CC=CC=C1)OC1C(CCC1)(O)C(F)(F)F